C(C)(C)(C)OC(=O)N1[C@@H](C[C@H](C1)NC(=O)C=1OC(=NN1)C1=C(C=CC(=C1)OC(F)(F)F)C1CC1)CN1C=NN=C1 (2s,4r)-2-((4H-1,2,4-triazol-4-yl)methyl)-4-(5-(2-cyclopropyl-5-(trifluoromethoxy)phenyl)-1,3,4-oxadiazole-2-carboxamido)pyrrolidine-1-carboxylic acid tert-butyl ester